methyl-3-(2,2,2-trifluoroethyl)-1,6,9,12-tetraazabicyclo[11.3.1]heptadecane CC1N2CCCC(NCCNCCNCCC1CC(F)(F)F)C2